CCCCCCCCC(=O)[O-].CCCCCCCCC(=O)[O-].CCCCCCCCC(=O)OCC(CO)O glyceryl trinonanoate